CC=1C(=CSC1)NC=C(C(=O)OCC)C(=O)OCC diethyl 2-(((4-methylthiophen-3-yl)amino)methylene)malonate